ClC1=C(C=CC=C1)C1=CC=C2C(=NNC2=C1)NC1=CC=C(C=C1)N1CCN(CC1)CC 6-(2-chlorophenyl)-N-(4-(4-ethylpiperazin-1-yl)phenyl)-1H-indazol-3-amine